N1N=CC2=CC(=CC=C12)C#CC1=NC(=NC=C1)C1=NC(=NC=C1)N1CC2=CC=C(C=C2C1)N1CC(OCC1)C (2-(4-((1H-indazol-5-yl)ethynyl)-[2,4'-bipyrimidinyl]-2'-yl)isoindolin-5-yl)-2-methylmorpholine